1,5-dimethylpyrazole-4-sulfonamide CN1N=CC(=C1C)S(=O)(=O)N